O=C1N(CC2=CC(=CC=C12)OC1C(CCCC1)N1CC(C1)C1=C(C=CC=C1)C(F)(F)F)C1C(NC(CC1)=O)=O 3-(1-oxo-5-((2-(3-(2-(trifluoromethyl)phenyl)azetidin-1-yl)cyclohexyl)oxy)isoindolin-2-yl)piperidine-2,6-dione